ammonium tricarbonate C(=O)([O-])OC(=O)OC(=O)[O-].[NH4+].[NH4+]